N-(3-(2-chloro-5-fluorophenyl)-1,7-dioxo-2,3,6,7,8,9-hexahydro-1H-pyrrolo[3,4-f]quinolin-4-yl)-5-fluoro-3-hydroxy-3-(trifluoromethyl)indole-2,2-d2-1-carboxamide ClC1=C(C=C(C=C1)F)C1NC(C2=C3CCC(NC3=CC(=C21)NC(=O)N2C(C(C1=CC(=CC=C21)F)(C(F)(F)F)O)([2H])[2H])=O)=O